[Cl-].CC=CC(=O)OCC[N+](C)(C)C 2-(methylacryloxy)ethyl-trimethylammonium chloride